C(#N)N1[C@@H](CCC1)C(=O)N1CCC2=C(C=CC=C12)N1N=CC=C1C#N (1-(Cyano-L-prolyl)indolin-4-yl)-1H-pyrazole-5-carbonitrile